1-(4-(aminomethyl)benzyl)-2-(ethoxymethyl)-1H-imidazo[4,5-d]thieno[3,2-b]pyridin-4-amine NCC1=CC=C(CN2C(=NC=3C2=C2C(=NC3N)C=CS2)COCC)C=C1